C(C1=CC=CC=C1)N1S(C(C(C2=C1N=C(N2C)NCCCC)=O)C2=CC=C(C=C2)Cl)(=O)=O 1-benzyl-6-(butylamino)-3-(4-chlorophenyl)-5-methyl-3,5-dihydroimidazo[4,5-c][1,2]Thiazin-4(1H)-one 2,2-dioxide